C1(CC1)C=1C(=C(CNC(=O)C=2N=NN(C2)CC=2N=C3N(C=C(C=C3)C3CC3)C2)C(=CC1)N1N=NN=C1)F N-(3-cyclopropyl-2-fluoro-6-(1H-tetrazol-1-yl)benzyl)-1-((6-cyclopropylimidazo[1,2-a]pyridin-2-yl)methyl)-1H-1,2,3-triazole-4-carboxamide